N1CCC(CC1)CN1CCC(CC1)C1CCN(CC1)C1=CC=C(C=C1)N1C(NC(CC1)=O)=O 1-(4-(1'-(piperidin-4-ylmethyl)-[4,4'-bipiperidin]-1-yl)phenyl)dihydropyrimidine-2,4(1H,3H)-dione